4-(2-{[(4aS,7aR)-1-methyl-octahydro-1H-cyclopenta[b]pyridin-4a-yl]methoxy}-8-fluoro-4-[(1R,4R)-2-oxa-5-azabicyclo[2.2.1]heptan-5-yl]quinazolin-7-yl)-5-ethynyl-6-fluoronaphthalen-2-ol CN1[C@H]2[C@@](CCC1)(CCC2)COC2=NC1=C(C(=CC=C1C(=N2)N2[C@H]1CO[C@@H](C2)C1)C1=CC(=CC2=CC=C(C(=C12)C#C)F)O)F